fluoroplatinum F[Pt]